3-carboxy-5-phosphono-7-methyl-1,2,3,4-tetrahydroisoquinoline C(=O)(O)C1NCC2=CC(=CC(=C2C1)P(=O)(O)O)C